N-((R or S)-(3-chloro-2,4-difluorophenyl)(5-fluoro-6-(trifluoro-methyl)pyridin-3-yl)methyl)-(S or R)-2-cyclopropyl-3-oxopiperazine-1-carboxamide ClC=1C(=C(C=CC1F)[C@H](NC(=O)N1[C@H](C(NCC1)=O)C1CC1)C=1C=NC(=C(C1)F)C(F)(F)F)F |o1:8,13|